(4-chlorophenyl)(2-isothiocyanato-5-methylthiophene-3-yl)methanone tert-butyl-3-oxo-2-(2-(2,2,2-trifluoroethoxy)pyrimidin-5-yl)-2,8-diazaspiro[4.5]decane-8-carboxylate C(C)(C)(C)OC(=O)N1CCC2(CC(N(C2)C=2C=NC(=NC2)OCC(F)(F)F)=O)CC1.ClC1=CC=C(C=C1)C(=O)C1=C(SC(=C1)C)N=C=S